4-(7-(8-Ethyl-7-fluoro-3-hydroxynaphthalen-1-yl)-8-fluoro-2-(((2r,7as)-2-fluorohexahydro-1H-pyrrolizin-7a-yl)methoxy)pyrido[4,3-d]pyrimidin-4-yl)-1,4-thiazepan 1-oxide C(C)C=1C(=CC=C2C=C(C=C(C12)C1=C(C=2N=C(N=C(C2C=N1)N1CCS(CCC1)=O)OC[C@]12CCCN2C[C@@H](C1)F)F)O)F